C(C)C=1C=C(C(C(=O)OCCCCC)=CC1CC)C(=O)OCCCCC dipentyl 4,5-diethylphthalate